O=C1N(CCC(N1)=O)N1C(C2=CC=C(C=C2C1=O)CN1CCN(CC1)C1=NC=C(C=C1)F)=O 2-(2,4-dioxotetrahydropyrimidin-1(2H)-yl)-5-((4-(5-fluoropyridin-2-yl)piperazin-1-yl)methyl)isoindoline-1,3-dione